3-methyl-1-(3-nitrophenyl)-1H-pyrazole CC1=NN(C=C1)C1=CC(=CC=C1)[N+](=O)[O-]